CC(C(=O)[O-])C 2-methylpropaneAt